CC=1NC(=C(C(C1C(C)=O)C=1C2=C(SC1)C=CC(=C2)C(=O)N2CCN(CC2)C)C(C)=O)C 1,1'-(2,6-Dimethyl-4-(5-(4-methylpiperazin-1-carbonyl)benzo[b]thiophen-3-yl)-1,4-dihydropyridin-3,5-diyl)bis(ethan-1-on)